2-chloro-3-fluoropyridine-4-carbonitrile ClC1=NC=CC(=C1F)C#N